[P@@](OCOC(CN(C)C)COC1=C(C=CC=C1)CCC1=CC(=CC=C1)OC)(OC(C)C)(=O)F ((1-(dimethylamino)-3-(2-(3-methoxyphenethyl)phenoxy) propan-2-yl)oxy)methyl isopropyl (S)-phosphorofluoridate